Cl.C(C1=CC=CC=C1)OC(=O)[C@H]1NC[C@@H](C1)O (2S,4R)-4-hydroxypyrrolidine-2-carboxylic acid benzyl ester hydrochloride